2-hydroxy-4-Methoxy-2'-carboxybenzophenone OC1=C(C(=O)C2=C(C=CC=C2)C(=O)O)C=CC(=C1)OC